(fluoromethyl)-3-(nitromethyl)cyclohexan-1-one FCC1C(CCCC1C[N+](=O)[O-])=O